N(=[N+]=[N-])C(C)C1=C(C=NC2=CC=CC=C12)C(=O)OCC Ethyl 4-(1-azidoethyl)quinoline-3-carboxylate